(2-amino-2-(hydroxyimino)ethyl)(cyclohexyl)phosphinic acid NC(CP(O)(=O)C1CCCCC1)=NO